Diazabicycloundecene C1CCC2=NCCCN2CC1